FC=1C=C(OC2=C(C=CC=C2)C(C)=O)C=CC1 1-(2-(3-fluorophenoxy)phenyl)ethan-1-one